(2-(trifluoromethyl)phenyl)pyrimidine FC(C1=C(C=CC=C1)C1=NC=CC=N1)(F)F